(2S,4R)-1-[2-(1H-1,3-benzodiazol-1-yl)acetyl]-N-[(S)-[5-(3,3-difluorocyclobutyl)pyridin-2-yl](phenyl)methyl]-4-fluoropyrrolidine-2-carboxamide N1(C=NC2=C1C=CC=C2)CC(=O)N2[C@@H](C[C@H](C2)F)C(=O)N[C@@H](C2=CC=CC=C2)C2=NC=C(C=C2)C2CC(C2)(F)F